FC(C1=CC=C(C=C1)C1(CC1)NC(=O)N1CCC2=NC=CC=C21)(F)F N-(1-(4-(trifluoromethyl)phenyl)cyclopropyl)-2,3-dihydro-1H-pyrrolo[3,2-b]pyridine-1-carboxamide